6-(benzyloxy)-1-(4-(4-(dimethoxymethyl)piperidin-1-yl)-2-fluorophenyl)-4,4-difluoro-1,2,3,4-tetrahydronaphthalen-1-ol C(C1=CC=CC=C1)OC=1C=C2C(CCC(C2=CC1)(O)C1=C(C=C(C=C1)N1CCC(CC1)C(OC)OC)F)(F)F